CNC(C1=NC=CC(=C1)N1CC(CC1)C1=C(C=CC(=C1)C(NC1=CC(=CC=C1)C(F)(F)F)=O)C)=O N-methyl-4-(3-(2-methyl-5-((3-(trifluoromethyl)phenyl)carbamoyl)phenyl)pyrrolidin-1-yl)picolinamide